Diethyl 2-((7-methyl-9-oxo-1,2,3,9-tetrahydropyrrolo[2,1-b]quinazolin-3-yl)methyl)malonate CC1=CC=2C(N3C(=NC2C=C1)C(CC3)CC(C(=O)OCC)C(=O)OCC)=O